ON1C(C(CC1=O)S(=O)(=O)O)=O N-Hydroxysulfo-succinimid